FC=1C(=CC=C2CN(C(C12)=O)C(C=1NC(=CN1)C)C1=C(C=CC(=C1)F)O)C1=CC=C(C=C1)C1CCN(CC1)C 7-fluoro-2-[(5-fluoro-2-hydroxy-phenyl)-(5-methyl-1H-imidazol-2-yl)methyl]-6-[4-(1-methyl-4-piperidinyl)phenyl]Isoindolin-1-one